CN(CCCCCCCCCCCCCCCCCC)CCSSC1=NC=CC=C1 N-methyl-N-(2-(pyridin-2-yldisulfaneyl)ethyl)octadecan-1-amine